silicon platinum nickel [Ni].[Pt].[Si]